FC1=C(C=CC(=C1)F)S(=O)(=O)NC=1C(=NC=C(C1)C=1C=C2C(=NC=NC2=CC1)C1CNCC1)OC 2,4-difluoro-N-(2-methoxy-5-(4-(pyrrolidin-3-yl)quinazolin-6-yl)pyridin-3-yl)benzenesulfonamide